FC=1C(=CC=2C3=C(NC(C2C1)=O)COC[C@H]3N(C(=O)C=3NC1=C(C=CC=C1C3)F)C)F (S)-N-(8,9-difluoro-6-oxo-1,4,5,6-tetrahydro-2H-pyrano[3,4-c]isoquinolin-1-yl)-7-fluoro-N-methyl-1H-indole-2-carboxamide